4-(5-hydroxytetrahydro-2H-pyran-3-ylamino)-2-((1r,4r)-4-methoxycyclohexylamino)pyrimidine-5-carboxamide OC1CC(COC1)NC1=NC(=NC=C1C(=O)N)NC1CCC(CC1)OC